FC=1C=C(OC2=C3CC(C(C3=C(C=C2)S(=O)(=O)C2CNCCO2)O)(F)F)C=C(C1)F 4-(3,5-difluorophenoxy)-2,2-difluoro-7-morpholino-sulfonyl-indan-1-ol